C(C)OC(=O)C=1C(NC(NC1C)=O)C1=CC(=C(C(=C1)OC)OC(\C=C\C1=CC=CC=C1)=O)Br (E)-ethyl-4-(3-bromo-4-(cinnamoyloxy)-5-methoxyphenyl)-6-methyl-2-oxo-1,2,3,4-tetrahydropyrimidine-5-carboxylate